N-[(3R)-8-fluoro-7-(hydrazinocarbonyl)-4-oxo-3,5-dihydro-2H-1,5-benzothiazepine-3-Yl]carbamic acid tert-butyl ester C(C)(C)(C)OC(N[C@H]1CSC2=C(NC1=O)C=C(C(=C2)F)C(=O)NN)=O